1-[(1r,3r)-3-(trifluoromethyl)cyclobutyl]-3-[[2-(1,1,1-trifluoropropan-2-yloxy)pyridin-4-yl]methyl]urea FC(C1CC(C1)NC(=O)NCC1=CC(=NC=C1)OC(C(F)(F)F)C)(F)F